C(C)N(CCNC1=NC=2N(C(=N1)C1=CN(C3=CC=CC=C13)C)N=CC2)CC 2-(2-diethylaminoethylamino)-4-(1-methylindol-3-yl)pyrazolo[1,5-a][1,3,5]Triazine